C(C)O[Si](C(CCNCCCC)C)(OCC)OCC N-[3-(triethoxysilyl)butyl]butylamine